ClC1=C(C=C(C(=C1)F)N1C(N(C(N(C1=O)C)=S)C)=O)C1=NOC(C1)(C(=O)NS(N(C)C)(=O)=O)C 3-[2-chloro-5-(3,5-dimethyl-2,6-dioxo-4-thioxo-1,3,5-triazin-1-yl)-4-fluoro-phenyl]-N-(dimethylsulfamoyl)-5-methyl-4H-isoxazole-5-carboxamide